3-(5-fluoro-2-((1-(2-hydroxyethyl)-1H-indazol-5-yl)oxy)benzyl)urea FC=1C=CC(=C(CNC(N)=O)C1)OC=1C=C2C=NN(C2=CC1)CCO